NC1(CCOCC1)C1=NOC(=N1)C(CCC(=O)O)NC(=O)N[C@@H](CO)C(=O)O 4-(3-(4-aminotetrahydro-2H-pyran-4-yl)-1,2,4-oxadiazol-5-yl)-4-(3-((S)-1-carboxy-2-hydroxyethyl)ureido)butanoic acid